NC=1C(=NC=C(N1)N1CCC2(CC1)[C@@H](C1=CC=CC=C1C2)N)SC2=C1C(CN(C1=CC=C2)C(C)=O)(F)F (S)-1-(4-((3-amino-5-(1-amino-1,3-dihydrospiro[indene-2,4'-piperidin]-1'-yl)pyrazin-2-yl)thio)-3,3-difluoroindolin-1-yl)ethan-1-one